(6R,7aS)-6-(2,3-dichloro-6-hydroxyphenyl)-1-(hydroxymethyl)-1-methyltetrahydro-1H,3H-pyrrolo[1,2-c]oxazol-3-one ClC1=C(C(=CC=C1Cl)O)[C@H]1C[C@@H]2N(C(OC2(C)CO)=O)C1